3-(6-Chloro-3-methyl-1H-Pyrazolo[4,3-c]pyridin-1-yl)-4-methoxybenzenesulfonyl chloride ClC1=CC2=C(C=N1)C(=NN2C=2C=C(C=CC2OC)S(=O)(=O)Cl)C